5-(2-azidopropan-2-yl)-N-(2-(tert-butyl)pyrimidin-4-yl)-8-methoxy-2,7-naphthyridin-3-amine N(=[N+]=[N-])C(C)(C)C1=C2C=C(N=CC2=C(N=C1)OC)NC1=NC(=NC=C1)C(C)(C)C